C(C=C)(=O)N(NC([C@H](CC(C)C)NC([C@H](C(C)C)NC(OCC1=CC=CC=C1)=O)=O)=O)CC=1NC(NC(C1)=O)=O benzyl ((S)-1-(((S)-1-(2-acryloyl-2-((2,6-dioxo-1,2,3,6-tetrahydropyrimidin-4-yl)methyl)hydrazineyl)-4-methyl-1-oxopentan-2-yl)amino)-3-methyl-1-oxobutan-2-yl)carbamate